5-amino-4-hydroxy-3-((2-methoxy-5-methyl-4-((4-sulfophenyl)diazenyl)phenyl)diazenyl)naphthalene-2,7-disulfonic acid NC1=C2C(=C(C(=CC2=CC(=C1)S(=O)(=O)O)S(=O)(=O)O)N=NC1=C(C=C(C(=C1)C)N=NC1=CC=C(C=C1)S(=O)(=O)O)OC)O